5-Isopropyl-N-(1-methyl-5-(pyridin-2-yl)-1H-1,2,4-triazol-3-yl)(trifluoromethyl)pyridin-2-amine C(C)(C)C=1C=C(C(=NC1)NC1=NN(C(=N1)C1=NC=CC=C1)C)C(F)(F)F